1,1-dibenzyl-3-(4-(trifluoromethyl)phenyl)urea C(C1=CC=CC=C1)N(C(=O)NC1=CC=C(C=C1)C(F)(F)F)CC1=CC=CC=C1